FC1=C(C(=CC=C1)F)C=1NC2=C(C3=C(N1)C(=NN3COCC[Si](C)(C)C)C)C=C(C=C2)N2C[C@@H](O[C@H](C2)C)C 2-[[5-(2,6-difluorophenyl)-9-[(2S,6S)-2,6-dimethylmorpholin-4-yl]-3-methyl-6H-pyrazolo[4,3-d][1,3]benzodiazepin-1-yl]methoxy]ethyl-trimethyl-silane